FC=1C=NC=2CCC(CC2C1)N1CC2=C(CC1)N=C(N2)C2=C(C=CC=C2)F 3-fluoro-6-(2-(2-fluorophenyl)-3,4,6,7-tetrahydro-5H-imidazo[4,5-c]pyridin-5-yl)-5,6,7,8-tetrahydroquinoline